CC1(CNCCC2=C1C=C(C(=C2Cl)O)O)C2=CC(=CC=C2)C Methyl-6-chloro-2,3,4,5-tetrahydro-7,8-dihydroxy-1-(3-methylphenyl)-1H-3-benzazepine